Cl.NCCS(=O)(=O)N 2-aminoethanesulfonamide hydrochloride